(R)-3-((1-(2-methoxy-4-methylphenyl)pyrido[3,4-d]pyridazin-4-yl)amino)piperidine COC1=C(C=CC(=C1)C)C1=C2C(=C(N=N1)N[C@H]1CNCCC1)C=NC=C2